O1CCN(CC1)NC(C[N+]#[C-])=O N-MORPHOLINO-2-ISOCYANOACETAMIDE